OCCOC1CN(C1)C(=O)OC1(CCCCC1)C(N(C[C@@H]1CC[C@H](CC1)C1=NC(=C(C=C1)OC)C)C1=NC=CC(=C1)C=1N=C(OC1)C1CC1)=O trans-((4-(2-Cyclopropyloxazol-4-yl)pyridine-2-yl)((trans-4-(5-methoxy-6-methylpyridin-2-yl)cyclohexyl)methyl)carbamoyl)cyclohexyl 3-(2-hydroxyethoxy)azetidine-1-carboxylate